C(#N)[C@H](CC1=CC=C(C=C1)C=1C=CC2=C(N(C(S2)=O)CCOC)C1)NC(=O)[C@H]1OCCCNC1 (2S)-N-[(1S)-1-cyano-2-{4-[3-(2-methoxyethyl)-2-oxo-2,3-dihydro-1,3-benzothiazol-5-yl]phenyl}ethyl]-1,4-oxaazepane-2-carboxamide